Octyl-benzenesulfonic acid sodium salt [Na+].C(CCCCCCC)C1=C(C=CC=C1)S(=O)(=O)[O-]